3-(1-hydroxy-4,4-dimethylcyclohexyl)prop-2-ene-1,1-diyl diacetate C(C)(=O)OC(C=CC1(CCC(CC1)(C)C)O)OC(C)=O